(2S,3R)-1-(4-(2,6-dioxopiperidin-3-yl)-5-fluoro-2,3-dihydrobenzofuran-7-yl)-2-methylazetidin-3-yl (2-fluoro-5-(trifluoromethoxy)phenyl)carbamate FC1=C(C=C(C=C1)OC(F)(F)F)NC(O[C@H]1[C@@H](N(C1)C1=CC(=C(C=2CCOC21)C2C(NC(CC2)=O)=O)F)C)=O